tetrahydropyran-2-amine O1C(CCCC1)N